N[C@H]1C[C@H](CCC1=C(F)F)C(=O)O (1S,3S)-3-amino-4-(difluoromethylene)cyclohexane-1-carboxylic acid